C1(CC1)C1=CC(=C(CNC(CC)CC)C(=C1)F)F N-(4-cyclopropyl-2,6-difluorobenzyl)pentan-3-amine